C(C)(C)(C)OC(=O)N1CC=2N=CN=C(C2CC1)SC1=C(C=C(C=C1)F)C(F)(F)F 4-((4-fluoro-2-(trifluoromethyl)phenyl)thio)-5,8-dihydropyrido[3,4-d]pyrimidine-7(6H)-carboxylic acid tert-butyl ester